FC1=CC=C(C2=CC=CC=C12)C=O 4-FLUORO-1-NAPHTHALDEHYDE